(7R,9aR)-7-(4-chlorophenyl)-2,3,4,6,7,8,9,9a-octahydro-1H-pyrido[1,2-a]pyrazine ClC1=CC=C(C=C1)[C@H]1CC[C@H]2N(CCNC2)C1